C[C@H]1[C@@H]([C@H]([C@H]([C@@H](O1)O[C@@H]2[C@H]([C@H](CO[C@H]2C3=C(C4=C(C=C3O)OC(=CC4=O)C5=CC(=C(C=C5)O)O)O)O)O)O)O)O The molecule is a flavone C-glycoside that is luteolin substituted by a 2'-O-alpha-L-rhamnopyranosyl-(1''->2')-alpha-L-arabinopyranosyl residue at position 6. It has been isolated from the leaves and roots of Petrorhagia velutina. It has a role as a plant metabolite. It is a flavone C-glycoside, a tetrahydroxyflavone and a disaccharide derivative. It derives from a luteolin.